2-[(2R)-4-[4-chloro-2-(trifluoromethyl)benzoyl]-2-ethylpiperazin-1-yl]-5-(2-ethoxypyridin-3-yl)-N-(pyridin-4-yl)benzamide ClC1=CC(=C(C(=O)N2C[C@H](N(CC2)C2=C(C(=O)NC3=CC=NC=C3)C=C(C=C2)C=2C(=NC=CC2)OCC)CC)C=C1)C(F)(F)F